methyl 4-(4-(2-hydroxyethyl) piperazin-1-yl)butanoate OCCN1CCN(CC1)CCCC(=O)OC